(2s,4s)-2-(4-(3-isopropylphenyl)piperidine-1-carbonyl)-7-oxa-5-azaspiro[3.4]Octane-6-one C(C)(C)C=1C=C(C=CC1)C1CCN(CC1)C(=O)C1CC2(C1)NC(OC2)=O